C(C)C1=CC(=NC=C1)N1CCN(CC1)S(=O)(=O)C=C 1-(4-ethylpyridin-2-yl)-4-(vinylsulfonyl)piperazine